CC(C(C)C)CC[C@@H](C)[C@H]1CC[C@H]2[C@@H]3CC=C4CCCC[C@]4(C)[C@H]3CC[C@]12C 24-methylcholest-5-en